CC=1C(=C(SC1)C(NC)=O)NC(C[N+]1(CCCCCC1)CC(=O)NC1=NOC=C1C)=O 1-(2-((4-methyl-2-(methylcarbamoyl)thiophen-3-yl)amino)-2-oxoethyl)-1-(2-((4-methylisoxazol-3-yl)amino)-2-oxoethyl)azepan-1-ium